(S)-(4-(7-chloropyrazolo[1,5-a]pyridin-2-yl)-6,7-dihydro-1H-imidazo[4,5-c]pyridin-5(4H)-yl)(5-cyclobutyl-1,3,4-oxadiazol-2-yl)methanone ClC1=CC=CC=2N1N=C(C2)[C@H]2N(CCC1=C2N=CN1)C(=O)C=1OC(=NN1)C1CCC1